N[C@@H](C(=O)NC1=C(C=C(C=C1)C1=C2C(=NC=C1)NC=C2)Cl)CC2=CC=CC=C2 (2R)-2-Amino-N-[2-chloro-4-(1H-pyrrolo[2,3-b]pyridin-4-yl)phenyl]-3-phenyl-propanamide